4-carbamoylphenyl 2-(2-methoxynaphthalen-6-yl)-propanoate COC1=CC2=CC=C(C=C2C=C1)C(C(=O)OC1=CC=C(C=C1)C(N)=O)C